C(C)(C)(C)OC(NC1CN(CCC1)C(=O)C1=CC2=C(N(C(=N2)C=2N(C(=CC2)C(N)=O)CC2CC2)C)C(=C1)OC)=O (1-(2-(5-carbamoyl-1-(cyclopropylmethyl)-1H-pyrrol-2-yl)-7-methoxy-1-methyl-1H-benzo[d]imidazole-5-carbonyl)piperidin-3-yl)carbamic acid tert-butyl ester